2-((4-(bis(4-chlorophenyl)methyl)piperazin-1-yl)methyl)-4-(4-methylpiperazin-1-yl)benzonitrile ClC1=CC=C(C=C1)C(N1CCN(CC1)CC1=C(C#N)C=CC(=C1)N1CCN(CC1)C)C1=CC=C(C=C1)Cl